Cl.N(=NC(C)(C)C(N)=N)C(C)(C)C(N)=N 2,2'-Azobis(2-amidinopropane) hydrochloride